C1N(CCC2=CC=CC=C12)C[C@H](CN1C[C@H](OC2=C(C1=O)C=CC(=C2)CN2CC1(COC1)C2)C)O (2R)-4-[(2R)-3-(3,4-dihydro-1H-isoquinolin-2-yl)-2-hydroxypropyl]-2-methyl-8-(2-Oxa-6-azaspiro[3.3]heptan-6-ylmethyl)-2,3-dihydro-1,4-benzoxazepin-5-one